1,4-bis(trimethylphenyl-amino)anthraquinone tert-butyl-((1S,3R)-3-((5-amino-2-(1-((2-(trimethylsilyl)ethoxy)methyl)-1H-1,2,4-triazol-3-yl)pyridin-4-yl)amino)cyclohexyl)carbamate C(C)(C)(C)N(C(O)=O)[C@@H]1C[C@@H](CCC1)NC1=CC(=NC=C1N)C1=NN(C=N1)COCC[Si](C)(C)C.CC1=C(C(=C(C=C1)NC1=CC=C(C=2C(C3=CC=CC=C3C(C12)=O)=O)NC1=C(C(=C(C=C1)C)C)C)C)C